3-bromo-2',4'-difluoro-[1,1'-biphenyl]-2-ol BrC1=C(C(=CC=C1)C1=C(C=C(C=C1)F)F)O